ClC=1C=C(C=CC1F)[C@@H](NC(=O)[C@H]1NC(NC1)=O)C=1N=C(SC1)C1(CC1)C(F)(F)F (S)-N-((R)-(3-chloro-4-fluorophenyl)(2-(1-(trifluoromethyl)cyclopropyl)thiazol-4-yl)methyl)-2-oxoimidazolidine-4-carboxamide